FC1=C(C=C(C=C1)OC(F)(F)F)S(=O)(=O)N 2-fluoro-5-(trifluoromethoxy)benzenesulfonamide